C1(O)=C(O)C(=CC=C1)C=1C(=C(O)C=CC1)O bi-catechol